COC(C1=C(N=C(C=C1)C1=CC(=CC=C1)[N+](=O)[O-])CC)=O 6-(3-Nitro-phenyl)-2-ethyl-nicotinic acid methyl ester